12-(4-cyanophenyl)-6,11-dioxo-6,11,12,13-tetrahydrobenzo[f]naphtho[2,3-b][1,4]oxazepine-7,10-diyl diacetate C(C)(=O)OC1=CC=C(C=2C(C3=C(OC4=C(CN3C3=CC=C(C=C3)C#N)C=CC=C4)C(C12)=O)=O)OC(C)=O